ClC1=C2C(C(=C(OC2=CC=C1)C1=CC=CC=C1)F)=O chlorofluoro-flavone